ClCCN(C1=CC(=C(C=C1)B(O)O)C)CCCl (4-(bis(2-chloroethyl)amino)-2-methylphenyl)boronic acid